N-[(6-Amino-2-pyridyl)sulfonyl]-2-(cyclohexylmethylamino)-6-(3-fluoro-5-isobutoxyphenyl)pyridin-3-carboxamid NC1=CC=CC(=N1)S(=O)(=O)NC(=O)C=1C(=NC(=CC1)C1=CC(=CC(=C1)OCC(C)C)F)NCC1CCCCC1